CS(=O)(=O)N[C@@H]1[C@@H](N(CCC1)C(=O)OC(C)C)CC=1SC=C(N1)C1=CC=CC=C1 isopropyl cis-3-((methylsulfonyl)amino)-2-((4-phenyl-1,3-thiazol-2-yl)methyl)piperidine-1-carboxylate